N-(4-(4-((2-acetamido-2-methylpropyl)sulfonamido)bicyclo[2.2.2]octan-1-yl)phenyl)-5-fluoroisoindoline-2-carboxamide Titanium [Ti].C(C)(=O)NC(CS(=O)(=O)NC12CCC(CC1)(CC2)C2=CC=C(C=C2)NC(=O)N2CC1=CC=C(C=C1C2)F)(C)C